2-(4-Fluorophenyl)-3-[2-methyl-4-(1H-tetrazol-5-yl)phenyl]-1,3-thiazolidin-4-one FC1=CC=C(C=C1)C1SCC(N1C1=C(C=C(C=C1)C1=NN=NN1)C)=O